[1-[[(1R,2R)-2-[(7-methoxy-2,2-dimethyl-chroman-4-yl)carbamoyl]cyclopropyl]-pyridin-1-ium-3-yl-methyl]-4,4-dimethyl-6-oxo-hexahydropyrimidin-2-ylidene]ammonium COC1=CC=C2C(CC(OC2=C1)(C)C)NC(=O)[C@H]1[C@@H](C1)C(N1C(NC(CC1=O)(C)C)=[NH2+])C=1C=[NH+]C=CC1